4-ethyl-3-(N-(2-(1-methyl-pyrrol-2-yl)-5-(trifluoromethyl)phenyl)sulfamoyl)benzoic Acid C(C)C1=C(C=C(C(=O)O)C=C1)S(NC1=C(C=CC(=C1)C(F)(F)F)C=1N(C=CC1)C)(=O)=O